C1(CC1)C1=CC(=CC(=N1)C=1OC2=C(N1)C=C(C=C2F)CNC[C@@H](C)OC)C2=C(C=C(C=C2)F)C2=NN=CN2C [(2-{6-Cyclopropyl-4-[4-fluoro-2-(4-methyl-1,2,4-triazol-3-yl)phenyl]pyridin-2-yl}-7-fluoro-1,3-benzoxazol-5-yl)methyl][(2R)-2-methoxypropyl]amine